O[C@@H]1C[C@@]2(C[C@H]3[C@H]4[C@@H]5CC[C@H]([C@@H](CCCC(C)C)C)[C@]5(CC[C@@H]4[C@]2(CC1)CO3)C)O 3β,5a-Dihydroxy-7β,19-epoxy-cholestan